6-[1-(azetidin-3-yl)pyrazol-4-yl]-8-[(2S)-2-methylazetidin-1-yl]-3-(trifluoromethyl)imidazo[1,2-a]pyrazine N1CC(C1)N1N=CC(=C1)C=1N=C(C=2N(C1)C(=CN2)C(F)(F)F)N2[C@H](CC2)C